zinc nickel cobalt oxide [Co]=O.[Ni].[Zn]